(R)-2-(3-(2,5-dichloropyrimidin-4-yl)-5-oxo-5H-pyrrolo[3,4-b]pyridin-6(7H)-yl)-N-((S)-2-hydroxy-1-(3-methoxyphenyl)ethyl)propionamide ClC1=NC=C(C(=N1)C=1C=C2C(=NC1)CN(C2=O)[C@@H](C(=O)N[C@H](CO)C2=CC(=CC=C2)OC)C)Cl